FC1=CC=C(C=C1)C1=CC=C(C=C1)S(=O)(=O)N1C=C(C=C1C1=C(C=CC=C1)F)CNC([2H])([2H])[2H] N-((1-((4'-fluoro-[1,1'-biphenyl]-4-yl)sulfonyl)-5-(2-fluorophenyl)-1H-pyrrol-3-yl)methyl)methane-d3-amine